2-(3-benzoylphenyl)-N-(2-(4-chlorophenyl)-2-hydroxy-3-(1H-imidazol-1-yl)propyl)-N-methylpropanamide C(C1=CC=CC=C1)(=O)C=1C=C(C=CC1)C(C(=O)N(C)CC(CN1C=NC=C1)(O)C1=CC=C(C=C1)Cl)C